(R)-1-tritylazacyclopropane-2-formaldehyde C(C1=CC=CC=C1)(C1=CC=CC=C1)(C1=CC=CC=C1)[N@]1C(C1)C=O